C1=CC=CC=2C3=CC=CC=C3C(C12)COC(=O)N[C@H](C(=O)O)C(C1=CC=C(C=C1)Cl)C1=CC=C(C=C1)Cl (S)-2-((((9H-fluoren-9-yl)methoxy)carbonyl)amino)-3,3-bis(4-chlorophenyl)propanoic acid